7-(2-amino-7-fluorobenzo[d]thiazol-4-yl)-6-chloro-4-((S)-3-(Cyanomethyl)piperazin-1-yl)-8-fluoroquinoline-3-carbonitrile NC=1SC2=C(N1)C(=CC=C2F)C2=C(C=C1C(=C(C=NC1=C2F)C#N)N2C[C@@H](NCC2)CC#N)Cl